3-(5-[[4-(3-hydroxypropoxy)piperidin-1-yl]methyl]-3-methyl-2-oxo-1,3-benzodiazol-1-yl)piperidine-2,6-dione OCCCOC1CCN(CC1)CC1=CC2=C(N(C(N2C)=O)C2C(NC(CC2)=O)=O)C=C1